aminoethoxyvinyl-glycine NCCOC=CNCC(=O)O